NC1=CC=C(OC2=CC=C(C=C2)C(=O)C2=CC=C(C=C2)OC2=CC=C(C=C2)N)C=C1 bis[4-(4-aminophenoxy)phenyl]ketone